CC1=C(C(CCC1)(C)C)/C=C/C(=C/C=C/C(=C/C(=O)NC2=CC=C(C=C2)O)/C)/C The molecule is a retinoid obtained by formal condensation of the carboxy group of all-trans retinoic acid and the anilino group of 4-hydroxyaniline. Synthetic retinoid agonist. Antiproliferative, antioxidant and anticancer agent with a long half-life in vivo. Apoptotic effects appear to be mediated by a mechanism distinct from that of 'classical' retinoids. It has a role as an antineoplastic agent and an antioxidant. It is a retinoid and a monocarboxylic acid amide. It derives from an all-trans-retinoic acid.